2-Allylthio-inosine 5'-monophosphate P(=O)(O)(O)OC[C@@H]1[C@H]([C@H]([C@@H](O1)N1C=NC=2C(O)=NC(=NC12)SCC=C)O)O